CC1(OB(OC1(C)C)C1=CC=C(C=C1)C1=NN(C=N1)COCC[Si](C)(C)C)C 3-(4-(4,4,5,5-tetramethyl-1,3,2-dioxaborolan-2-yl)phenyl)-1-((2-(trimethyl-silyl)ethoxy)methyl)-1H-1,2,4-triazole